(E)-1-(5-(5-fluoro-2-methoxyphenethyl)-6-hydroxypyridazin-3-yl)ethan FC=1C=CC(=C(CCC=2C=C(N=NC2O)CC)C1)OC